(S)-N-(8,9-difluoro-6-oxo-1,4,5,6-tetrahydro-2H-pyrano[3,4-c]isoquinolin-1-yl)-4,6-difluoro-N-methyl-1H-indole-2-carboxamide FC=1C(=CC=2C3=C(NC(C2C1)=O)COC[C@H]3N(C(=O)C=3NC1=CC(=CC(=C1C3)F)F)C)F